C(C=C)(=O)N1C[C@@H](N(C[C@H]1C)C1=NC(N2C3=C(C(=C(C=C13)Cl)C1=C(C=C(C=C1)F)F)OC[C@@H]2CCCN2CCS(CC2)(=O)=O)=O)C (3S)-7-((2S,5R)-4-acryloyl-2,5-dimethylpiperazin-1-yl)-9-chloro-10-(2,4-difluorophenyl)-3-(3-(1,1-dioxidothiomorpholino)propyl)-2,3-dihydro-5H-[1,4]oxazino[2,3,4-ij]quinazolin-5-one